ammonium peroxymonosulfat S(=O)(=O)(O[O-])[O-].[NH4+].[NH4+]